9-Methyl-fluorene CC1C2=CC=CC=C2C=2C=CC=CC12